N-(2-methylbenzyl)-4,5-dihydro-1H-imidazol-2-amine CC1=C(CNC=2NCCN2)C=CC=C1